ClC=1C=C(SC1Cl)S(=O)(=O)NO 4,5-dichloro-N-hydroxythiophene-2-sulfonamide